5-methyl-isoindoline-1,3-dione CC=1C=C2C(NC(C2=CC1)=O)=O